ClC1=CC2=C(C=C3N2C(=NN(C3=O)CC(=O)NC3=CN=CS3)C(C)C)S1 2-(2-Chloro-5-isopropyl-8-oxothieno[2',3':4,5]pyrrolo[1,2-d][1,2,4]triazin-7(8H)-yl)-N-(thiazol-5-yl)acetamid